(R)-2-(3-(4-amino-3-(2-fluoro-6-phenoxypyridin-3-yl)-1H-pyrazolo[3,4-d]pyrimidin-1-yl)piperidine-1-carbonyl)-3-cyclopropylacrylonitrile NC1=C2C(=NC=N1)N(N=C2C=2C(=NC(=CC2)OC2=CC=CC=C2)F)[C@H]2CN(CCC2)C(=O)C(C#N)=CC2CC2